N-(4-(1-(4-Fluoro-3-hydroxyphenyl)-1H-indazol-5-yl)phenyl)benzenesulfonamide FC1=C(C=C(C=C1)N1N=CC2=CC(=CC=C12)C1=CC=C(C=C1)NS(=O)(=O)C1=CC=CC=C1)O